2-(3,4-bis(1,3-dioxolan-2-yl)phenyl)ethan-1-amine O1C(OCC1)C=1C=C(C=CC1C1OCCO1)CCN